COC=1C=C(C=CC1)/C=C/C(=O)NC(=O)N\N=C\1/C(NC2=CC=CC=C12)=O N-((E)-3-(3-methoxyphenyl)acryloyl)-2-((Z)-2-oxindole-3-ylidene)hydrazine-1-carboxamide